FC(C1=CC=C(C=C1)C#CC1CN(CC1)C(C=C)=O)(F)F 1-(3-{2-[4-(trifluoromethyl)phenyl]ethynyl}pyrrolidin-1-yl)prop-2-en-1-one